1-(3-Chlorophenyl)-7-oxo-6-spiro[2,3-dihydro-1H-isoquinoline-4,1'-cyclopropane]-7-yl-4,5-dihydropyrazolo[3,4-c]pyridine-3-carboxylic acid ethyl ester hydrochloride Cl.C(C)OC(=O)C1=NN(C=2C(N(CCC21)C2=CC=C1C(=C2)CNCC12CC2)=O)C2=CC(=CC=C2)Cl